CC(CCCCCCCCCCC)C(C(=O)O)CC.C(C1=CC=CC=C1)OC(=O)NCCCC[C@H](N(CC(NCCO[C@H]1[C@@H](O)[C@H](O)[C@H](O)[C@@H](O1)C)=O)CC(=O)NCCO[C@H]1[C@@H](O)[C@H](O)[C@H](O)[C@@H](O1)C)C(=O)NCCO[C@H]1[C@@H](O)[C@H](O)[C@H](O)[C@@H](O1)C N6-[(benzyloxy)carbonyl]-N-{2-[(α-L-fucopyranosyl)oxy]ethyl}-N2,N2-bis[2-({2-[(α-L-fucopyranosyl)oxy]ethyl}amino)-2-oxoethyl]-L-lysinamide 1-Methyldodecyl-butyrate